ClC1=CC=C(C=C1)C1=C(C=C(C(=C1)SCC(F)(F)F)C)F 1-(4-chlorophenyl)-2-fluoro-4-methyl-5-(2,2,2-trifluoroethyl-sulfanyl)benzene